C(C)(=O)N(C=1SC(=C(N1)C(=O)NC1CCC12CCCC2)C)C2=CC(=NC(=C2)F)F 2-[acetyl-(2,6-difluoro-4-pyridyl)amino]-5-methyl-N-spiro[3.4]octan-3-yl-thiazole-4-carboxamide